5-Fluoro-2-hydroxy-1a,7b-dihydro-1H-cyclopropa[c][1,2]benzoxaborinine-4-carboxylic acid FC1=C(C2=C(C3C(B(O2)O)C3)C=C1)C(=O)O